2-chloro-5-[1-[3-chloro-1-methyl-5-[1,2,2,2-tetrafluoro-1-(trifluoromethyl)ethyl]pyrrol-2-yl]pyrazol-4-yl]-N-(1-cyanocyclopropyl)benzamide ClC1=C(C(=O)NC2(CC2)C#N)C=C(C=C1)C=1C=NN(C1)C=1N(C(=CC1Cl)C(C(F)(F)F)(C(F)(F)F)F)C